C1=NC(=CC2=CC=CC=C12)C=1C=C2CN(C(C2=CC1)=O)C1C(NC(CC1)=O)=O 3-[5-(isoquinolin-3-yl)-1-oxo-2,3-dihydro-1H-isoindol-2-yl]piperidine-2,6-dione